FC(C=1C=CC=2N(N1)C(=CN2)C2=CC(=NC=N2)N2CCN(C1(CN(C1)S(=O)(=O)C)C2)C)F 8-(6-(6-(difluoromethyl)imidazo[1,2-b]pyridazin-3-yl)pyrimidin-4-yl)-5-methyl-2-(methylsulfonyl)-2,5,8-triazaspiro[3.5]nonane